(S) or (R)-2-(2-hydroxypropan-2-yl)-N'-((2,3,5,6-tetramethylpyridin-4-yl)carbamoyl)thiazole-5-sulfonimidamide OC(C)(C)C=1SC(=CN1)[S@](=O)(N)=NC(NC1=C(C(=NC(=C1C)C)C)C)=O |o1:9|